ClC=1C(=NC(=NC1)NC1=CC(=C(C=C1)OC)OC)C1=CN(C2=CC(=CC=C12)NC(C=C)=O)C N-[3-[5-chloro-2-(3,4-dimethoxyanilino)pyrimidin-4-yl]-1-methyl-indol-6-yl]prop-2-enamide